C1(=CC=CC=C1)C=1C=C(C=C(C1)C1=CC=CC=C1)C1=CC=CC=C1 3',5'-diphenylbiphenyl